ClC=1C(=C(C=C(C1)F)C1=CC2=C(O[C@@H](CN2S(=O)(=O)C2=CC(=CC=C2)C(F)(F)F)CC(C(=O)O)(C)C)C=C1)F (R)-3-(6-(3-chloro-2,5-difluorophenyl)-4-((3-(trifluoromethyl)-phenyl)sulfonyl)-3,4-dihydro-2H-benzo[b][1,4]oxazin-2-yl)-2,2-dimethylpropanoic acid